6-methoxy-2-((1S,2S)-2-methyl-4-oxocyclohexyl)-2H-indazole-5-carboxamide COC=1C(=CC2=CN(N=C2C1)[C@@H]1[C@H](CC(CC1)=O)C)C(=O)N